2-O-acetyl-3,4,6-tri-O-benzyl-α-D-mannose trichloroacetimidate ClC(C(=N)O[C@@H]1[C@@H](OC(C)=O)[C@@H](OCC2=CC=CC=C2)[C@H](OCC2=CC=CC=C2)[C@H](O1)COCC1=CC=CC=C1)(Cl)Cl